O=C1NC(CCC1N1C(C2=CC=C(C=C2C=N1)NCCCCCCC(=O)N1CCC(CC1)COC=1C=NC(=NC1)C=1C=C(C=CC1)CN1N=CC=CC1=O)=O)=O 1-{[3-(5-{[1-(7-{[2-(2,6-dioxopiperidin-3-yl)-1-oxo-1,2-dihydrophthalazin-6-yl]amino}heptanoyl)piperidin-4-yl]methoxy}pyrimidin-2-yl)phenyl]methyl}-6-oxo-1,6-dihydropyridazine